O=C1NC(CCC1C1=NN(C2=CC(=CC=C12)C1C(CN(CC1)CC1CCN(CC1)C(=O)OC(C)(C)C)(F)F)C)=O Tert-butyl 4-[[4-[3-(2,6-dioxo-3-piperidyl)-1-methyl-indazol-6-yl]-3,3-difluoro-1-piperidyl]methyl]piperidine-1-carboxylate